ClC1=C(C=C(OCC2=NN=C(O2)C23CC(C2)(C3)NC(OC(C)(C)C)=O)C=C1)F tert-butyl (3-(5-((4-chloro-3-fluorophenoxy)methyl)-1,3,4-oxadiazol-2-yl)bicyclo[1.1.1]pentan-1-yl)carbamate